BrC1=C(C(=CC=C1)Cl)N1C(N=C(C=C1)OC)Cl N-(2-bromo-6-chlorophenyl)-2-chloro-4-methoxypyrimidine